BrC1=C(C(=C(C=C1)F)OC1=C(C=CC=C1)C(F)F)[N+](=O)[O-] 1-bromo-3-(2-(difluoromethyl)phenoxy)-4-fluoro-2-nitrobenzene